Tert-butyl (S)-4-(3,5-dimethylpyridin-2-yl)-2-methoxymethylpiperazine-1-carboxylate CC=1C(=NC=C(C1)C)N1C[C@H](N(CC1)C(=O)OC(C)(C)C)COC